2-methyl-4-(tetrahydrofuran-2-yl)quinoline CC1=NC2=CC=CC=C2C(=C1)C1OCCC1